O1CCN(CC1)C=1C2=C(N=CN1)N(C(=C2)C2=CC=C(OC=1C=NC(=NC1)N1CCN(CC1)C(=O)OC(C)(C)C)C=C2)COCC[Si](C)(C)C tert-butyl 4-(5-(4-(4-morpholino-7-((2-(trimethylsilyl)ethoxy)methyl)-7H-pyrrolo[2,3-d]pyrimidin-6-yl)phenoxy)pyrimidin-2-yl)piperazine-1-carboxylate